C1(CC1)C1=CC(=C(C(=O)NC(NC=2C=NC=CC2)=O)C(=C1)OC)F 4-cyclopropyl-2-fluoro-6-methoxy-N-(pyridin-3-ylcarbamoyl)benzamide